S1N=CC=C1SSC1=CC=NS1 5-(1,2-Thiazol-5-yldisulfanyl)-1,2-thiazole